ClC=1C=NN(C(C1Cl)=O)[C@@H](C(=O)NC1=CC(=C(C=C1)CC)S(NCCC1=NC=CC=C1)(=O)=O)CC |r| (rac)-2-(4,5-dichloro-6-oxopyridazin-1(6H)-yl)-N-(4-ethyl-3-(N-(2-(pyridin-2-yl)ethyl)sulfamoyl)phenyl)butanamide